toluidine sodium [Na].NC=1C(=CC=CC1)C